N-[2-(ethylamino)ethyl]oxamide C(C)NCCNC(=O)C(=O)N